C(C1=CC=CC=C1)N1C(N([C@H]2[C@@H]1COC2=O)CC2=CC=CC=C2)=O (3aS,6aR)-1,3-dibenzyl-hexahydro-1H-furo[3,4-d]imidazole-2,4-dione